ClC1=CC=C(C=C1)C1=CCC(N(N1C(C(F)(F)F)CO)C=1C=NN(C1)C)=O 6-(4-chlorophenyl)-2-(1-methyl-1H-pyrazol-4-yl)-3-oxo-N-(1,1,1-trifluoro-3-hydroxypropan-2-yl)-2,3-dihydropyridazine